C12(CCC(CC1)=O)OC1=C(C2)C=CC=C1 3H-spiro[benzofuran-2,1'-cyclohexane]-4'-one